1-ethyl-6-oxo-1,6-dihydropyridazine-3-carboxylate C(C)N1N=C(C=CC1=O)C(=O)[O-]